BrC=1C=C(C2=C(N(C(N2CC)=O)C=2SC(=NN2)C(F)F)C1)N1CCN(CC1)C(=O)OC(C)(C)C tert-butyl 4-[6-bromo-1-[5-(difluoromethyl)-1,3,4-thiadiazol-2-yl]-3-ethyl-2-oxo-benzimidazol-4-yl]piperazine-1-carboxylate